1,3-bis(diphenylphosphino)butane C1(=CC=CC=C1)P(CCC(C)P(C1=CC=CC=C1)C1=CC=CC=C1)C1=CC=CC=C1